BrC1=C(C=CC=C1)N1CCNCC1 1-(2-bromophenyl)piperazine